4,4-dimethylcyclohexanone oxime CC1(CCC(CC1)=NO)C